(R)-N-(1-(dimethylamino)propan-2-yl)-8,9-difluoro-5,6-dimethyl-6H-pyrido[4,3-b]carbazole-1-carboxamide CN(C[C@@H](C)NC(=O)C1=NC=CC2=C(C=3N(C=4C=C(C(=CC4C3C=C21)F)F)C)C)C